ClC1=CC=C(OCCCC(C(=O)NC2CCC(CC2)OC2=CC=C(C=C2)S(=O)(=O)C)(C)C)C=C1 5-(4-chlorophenoxy)-2,2-dimethyl-N-(4-(4-(methylsulfonyl)phenoxy)cyclohexyl)pentanamide